ClC1=C(C=CC(=C1OC=1C(=C2C(N(C=NC2=CC1)C)=O)C)F)NS(=O)(=O)N1CC(C1)OC N-(2-chloro-3-((3,5-dimethyl-4-oxo-3,4-dihydroquinazolin-6-yl)oxy)-4-fluorophenyl)-3-methoxyazetidine-1-sulfonamide